FC=1C(=CC2=C(N=C(S2)C2=C3N=CC(=NC3=CC(=C2)C)OC)C1)OC[C@@H](C)N(C(O)=O)C=1C=NC(=NC1)C(NCCO)=O.C(CCCCCCCCCCC)(=O)N([C@@H](CCCCN)C(=O)O)C(CCCCCCC)=O Lauroyl-capryloyl-lysine (R)-1-((5-fluoro-2-(2-methoxy-7-methylquinoxalin-5-yl)benzo[d]thiazol-6-yl)oxy)propan-2-yl-(2-((2-hydroxyethyl)carbamoyl)pyrimidin-5-yl)carbamate